N=1C=NN2C1C(=CC=C2)COC2=CC=CC(=N2)C2CCNCC2 4-(6-(([1,2,4]triazolo[1,5-a]pyridin-8-yl)methoxy)pyridin-2-yl)piperidine